[6-[(5-Chloro-1,3-dimethyl-pyrazol-4-yl)methyl]-2,6-diazaspiro[3.3]heptan-2-yl]-[(3S)-3-(1H-1,2,4-triazol-5-yl)pyrrolidin-1-yl]methanone ClC1=C(C(=NN1C)C)CN1CC2(CN(C2)C(=O)N2C[C@H](CC2)C2=NC=NN2)C1